5,6-dioxaindane C1CCC2=COOC=C12